5-chloro-N-((1r,4r)-4-((3-(2-methylpyridin-4-yl)-2-oxo-2,3-dihydro-1H-benzo[d]imidazol-1-yl)methyl)cyclohexyl)-2-(trifluoromethyl)nicotinamide ClC=1C=NC(=C(C(=O)NC2CCC(CC2)CN2C(N(C3=C2C=CC=C3)C3=CC(=NC=C3)C)=O)C1)C(F)(F)F